(3R,4S)-rel-4-(4,5-dichloro-2-hydroxyphenyl)pyrrolidine-3-carboxamide ClC1=CC(=C(C=C1Cl)[C@@H]1[C@H](CNC1)C(=O)N)O |o1:8,9|